Cl.NC(CC(=O)OCC1=CC=CC=C1)C=1C=NC=C(C1)C1=C(C=CC=C1C)C benzyl 3-amino-3-(5-(2,6-dimethylphenyl)pyridin-3-yl)propanoate hydrochloride